N1C=CC2=C(C=CC=C12)NC(=O)C1=CC=C2C(N1)=C(C=N2)C=2CCN(CC2)C N-[indol-4-yl]-3-(1-methyl-1,2,3,6-tetrahydropyridin-4-yl)pyrrolo[3,2-b]pyridine-5-carboxamide